N1=CC=C(C=C1)NC1=CC2=C(C(C=3N=C(N=CC32)C(F)(F)F)=O)C=N1 6-(pyridin-4-ylamino)-2-(trifluoromethyl)-9H-pyrido[4',3':3,4]cyclopenta[1,2-d]pyrimidin-9-one